CNS(=O)(=O)C1=CC(=C(C=C1)NC=1C=NC(=CC1)C(F)(F)F)C=1N=CN(C1)C N-methyl-3-(1-methylimidazol-4-yl)-4-[[6-(trifluoromethyl)-3-pyridinyl]amino]benzenesulfonamide